racemic-((2R,7aS)-2-fluorotetrahydro-1H-pyrrolizin-7a(5H)-yl)methanol F[C@@H]1C[C@@]2(CCCN2C1)CO |r|